BrC(C(=O)OCC)C1=CC=CC=C1 ethyl α-bromophenylacetate